N-(3-(4'-((2-Hydroxy-2-Methylpropoxy)Methyl)-4,5,5',6'-Tetrahydro-2H-Spiro[Furan-3,8'-Pyrano[3,4-b]Pyridin]-2'-yl)-1-Methyl-1H-Pyrrolo[2,3-c]Pyridin-5-yl)Acetamide OC(COCC1=C2C(=NC(=C1)C1=CN(C3=CN=C(C=C31)NC(C)=O)C)C3(OCC2)COCC3)(C)C